methyl 4-((4-(4-((2-chlorophenyl)carbamoyl)phenoxy)-5-fluoropyrimidin-2-yl)amino)benzoate ClC1=C(C=CC=C1)NC(=O)C1=CC=C(OC2=NC(=NC=C2F)NC2=CC=C(C(=O)OC)C=C2)C=C1